OOOOOCCCCCCCCCCCC(=O)N pentaoxaheptadecan-17-amide